vinylcyclopentylphosphinic acid C(=C)P(O)(=O)C1CCCC1